C1(=CC=CC=C1)C1(C2=CC=CC=C2C=2C=CC(=CC12)C=1C=C(N)C=CC1)C1=CC=CC=C1 3-(9,9-diphenyl-9H-fluoren-2-yl)aniline